pyrido[3,4-b]pyrazin-2-one N1C2=C(N=CC1=O)C=NC=C2